FC=1C(=NC(=NC1)NC=1C=NN(C1)C[C@@H](C)O)N1C=C(C=2C1=NC=C(C2)NC(\C=C\CN2CCOCC2)=O)C (E)-N-[1-[5-fluoro-2-[[1-[(2R)-2-hydroxypropyl]pyrazol-4-yl]amino]pyrimidin-4-yl]-3-methyl-pyrrolo[2,3-b]pyridin-5-yl]-4-morpholino-but-2-enamide